C1(CC1)NC1=NC(=NC=C1C(=O)NC1=C(C=CC=C1C)C)NC1=C(C=CC=C1)N1CCN(CC1)C 4-(cyclopropylamino)-N-(2,6-dimethylphenyl)-2-((2-(4-methylpiperazin-1-yl)phenyl)amino)pyrimidine-5-carboxamide